8-Cyclopentyl-N-(3-(1-cyclopentyl-1H-pyrazol-4-yl)-5-fluorobenzyl)-7H-purine-6-carboxamide C1(CCCC1)C1=NC2=NC=NC(=C2N1)C(=O)NCC1=CC(=CC(=C1)F)C=1C=NN(C1)C1CCCC1